3,4-dimethoxy-N-(2-(methoxy(methyl)amino)-2-oxoethyl)benzamide COC=1C=C(C(=O)NCC(=O)N(C)OC)C=CC1OC